tetranaphthalenyl-benzidine C1(=CC=CC2=CC=CC=C12)N(C1=CC=C(C2=CC=C(N(C3=CC=CC4=CC=CC=C34)C3=CC=CC4=CC=CC=C34)C=C2)C=C1)C1=CC=CC2=CC=CC=C12